methyl 3-(2-((4-methoxybenzyl)amino)benzo[d]thiazol-7-yl)-1-methyl-4-(trifluoromethyl)-1H-pyrazole-5-carboxylate COC1=CC=C(CNC=2SC3=C(N2)C=CC=C3C3=NN(C(=C3C(F)(F)F)C(=O)OC)C)C=C1